CN(C/C=C/C(=O)N[C@@H]1C[C@H](C1)OC1=C2C=NNC2=CC(=C1)C1=C(C=C(C(=C1)F)O)CC)C trans-(E)-4-(dimethylamino)-N-(3-((6-(2-ethyl-5-fluoro-4-hydroxyphenyl)-1H-indazole-4-yl)oxy)cyclobutyl)but-2-enamide